CN(C1=NC(=NC(=C1)C)NC=1C=C(C2=C(CCO2)C1)C=1CCCN(CC1)C(=O)OC(C)(C)C)C tert-butyl 5-[5-[[4-(dimethylamino)-6-methyl-pyrimidin-2-yl]amino]-2,3-dihydrobenzofuran-7-yl]-2,3,4,7-tetrahydroazepine-1-carboxylate